OC(=O)C(F)(F)F.C(C1=CC=CC=C1)OC=1C=C(C=CC1C#N)N(C(=O)[C@@H]1NCC1)CC1=NC=C(C=C1)C1CCCCC1 (R)-N-(3-(benzyloxy)-4-cyanophenyl)-N-((5-cyclohexylpyridin-2-yl)methyl)azetidine-2-carboxamide TFA salt